C(C)N(C1=NN(N=C1)CC(=O)N1C(CC(C1)F)C(=O)NC(C1=NC=C(C=C1)C(C)C)C1=CC=CC=C1)CC 1-{2-[4-(diethylamino)-2H-1,2,3-triazol-2-yl]acetyl}-4-fluoro-N-{phenyl[5-(propan-2-yl)pyridin-2-yl]methyl}pyrrolidine-2-carboxamide